(R)-N-(3-methylpyrazin-2-yl)-N-(piperidin-3-yl)-4-(pyrimidin-2-yl)piperazine-1-carboxamide CC=1C(=NC=CN1)N(C(=O)N1CCN(CC1)C1=NC=CC=N1)[C@H]1CNCCC1